SC(C(=O)O)CC(C)C 2-mercapto-4-methyl-pentanoic acid